Cl.NCCCNC(OC)=O methyl (3-aminopropyl)carbamate hydrochloride